1-(3-nitrophenyl)-2-thiourea [N+](=O)([O-])C=1C=C(C=CC1)NC(=S)N